C(C)C1=C(C(=C(C(=C1C(=O)C1=CC=C(C=C1)N)CC)CC)N)CC tetraethyl-4,4'-diaminobenzophenone